C(CCCCCCCCCCCCCCCCC)(=O)O.CN1C=NC=C1 3-methyl-imidazole stearate